tetrakis[tris(di-n-propylamino)phosphoranylideneamino]phosphonium C(CC)N(CCC)P(N(CCC)CCC)(N(CCC)CCC)=N[P+](N=P(N(CCC)CCC)(N(CCC)CCC)N(CCC)CCC)(N=P(N(CCC)CCC)(N(CCC)CCC)N(CCC)CCC)N=P(N(CCC)CCC)(N(CCC)CCC)N(CCC)CCC